C1(CCCCC1)CNS(=O)(=O)C1=CC=C(C=C1)C N-(cyclohexylmethyl)-4-methylbenzenesulfonamide